methyl (1s,4s)-2'-bromo-4-(3-chloroanilino)-4',5'-difluorospiro[cyclohexane-1,1'-indene]-4-carboxylate BrC=1C2(C3=CC=C(C(=C3C1)F)F)CCC(CC2)(C(=O)OC)NC2=CC(=CC=C2)Cl